2,6-Dichloro-N-((2-isopropyl-6-methylphenyl)carbamoyl)-5-methylnicotinamide ClC1=C(C(=O)NC(NC2=C(C=CC=C2C)C(C)C)=O)C=C(C(=N1)Cl)C